C1=C(C=CC2=CC=CC=C12)C=NCCN=CC1=CC2=CC=CC=C2C=C1 N,N'-bis[naphthalen-2-ylmethylidene]ethane-1,2-diamine